C(C)(=O)N1CC=2N(CC1)C(=CC2)C(=O)N[C@H](C(=O)NC2=CC(=C(C=C2)C=2C(=[N+](C=CC2Cl)[O-])C)F)C2CCCCC2 3-(4-((S)-2-(2-acetyl-1,2,3,4-tetrahydropyrrolo[1,2-a]pyrazine-6-carboxamido)-2-cyclohexylacetamido)-2-fluorophenyl)-4-chloro-2-methylpyridine 1-oxide